N3-(3-fluoro-5-(5-((1R,2S)-2-fluorocyclopropyl)-1,2,4-oxadiazol-3-yl)-2-methylphenyl)imidazo[1,2-a]pyridine-3,6-dicarboxamide FC=1C(=C(C=C(C1)C1=NOC(=N1)[C@@H]1[C@H](C1)F)NC(=O)C1=CN=C2N1C=C(C=C2)C(=O)N)C